N=1C=CN2C1C=C(C=C2)OCC2CC1(C2)CN(CC1)C(=O)OC(C)(C)C tert-Butyl 2-((imidazo[1,2-a]pyridin-7-yloxy)methyl)-6-azaspiro[3.4]octane-6-carboxylate